C12(CC3CC(CC(C1)C3)C2)NCC(COC2=CC=C(C=C2)N)O 1-(((3S,5s,7s)-adamantan-1-yl)amino)-3-(4-aminophenoxy)propan-2-ol